(R)-3-(3-(4-((3-Methylpiperazin-1-yl)methyl)phenyl)-5-phenyl-3H-imidazo[4,5-b]pyridin-2-yl)pyridin-2-amine C[C@@H]1CN(CCN1)CC1=CC=C(C=C1)N1C(=NC=2C1=NC(=CC2)C2=CC=CC=C2)C=2C(=NC=CC2)N